O1N=C(C=C1)C(CC/C=C/C[C@@H](C=1OC(=CN1)C=1C=C2C=CC(=NC2=CC1OC)C)NC(OC(C)(C)C)=O)=O (S,E)-tert-butyl (7-(isoxazol-3-yl)-1-(5-(7-methoxy-2-methylquinolin-6-yl)oxazol-2-yl)-7-oxohept-3-en-1-yl)carbamate